imidazolinium laurate salt C(CCCCCCCCCCC)(=O)[O-].[NH2+]1C=NCC1